BrC1=CC2=C(COCCS2=O)C=C1 8-bromo-3,5-dihydro-2H-4,1λ4-benzoxathiepine 1-oxide